C(\C=C\CN1C(=NC=2C1=NC=C(C2)C(=O)N)N)N2C(=NC=1C2=NC=C(C1)C(=O)N)N (E)-3,3'-(but-2-ene-1,4-diyl)bis(2-amino-3H-imidazo[4,5-b]pyridine-6-carboxamide)